O1[C@H](COCC1)CN1N=C2C3=C(C=CC2=C1)OC(=C3C(F)(F)F)C(=O)NCCS(=O)(=O)C 2-{[(2S)-1,4-dioxan-2-yl]methyl}-N-[2-(methanesulfonyl)ethyl]-8-(trifluoromethyl)-2H-furo[2,3-g]indazole-7-carboxamide